[Br-].C(C)OC(=O)C(CCCCCCCCCCCCCC)[N+](C)(C)C [1-(ethoxycarbonyl)pentadecyl]trimethyl-ammonium bromide